N(=NC1=CC=CC2=NC3=CC=CC=C3N=C12)C1=CC=CC2=NC3=CC=CC=C3N=C12 azophenazine